(R)-2-((1-(2-(5-chloro-6-cyanopyridin-3-yl)-3,7-dimethyl-4-oxo-4H-pyrido[1,2-a]pyrimidin-9-yl)ethyl)amino)benzoic acid ClC=1C=C(C=NC1C#N)C=1N=C2N(C(C1C)=O)C=C(C=C2[C@@H](C)NC2=C(C(=O)O)C=CC=C2)C